C1(CC1)C(=O)NC1=NC=C(C(=O)NC([2H])([2H])[2H])C(=C1)NC1=C(C2=C(C=N1)C=NN2CC(C)(F)F)OC 6-(Cyclopropanecarboxamido)-4-((1-(2,2-difluoropropyl)-7-methoxy-1H-pyrazolo[4,3-c]pyridin-6-yl)amino)-N-(methyl-d3)nicotinamide